(S)-N-((S)-4,4-difluoro-1-(5-methylpyrazin-2-yl)pyrrolidin-3-yl)-4-(5-(5-fluoro-2-methoxypyridin-4-yl)-1H-pyrazole-3-carbonyl)-4-azaspiro[2.5]Octane-7-carboxamide FC1([C@H](CN(C1)C1=NC=C(N=C1)C)NC(=O)[C@H]1CCN(C2(CC2)C1)C(=O)C1=NNC(=C1)C1=CC(=NC=C1F)OC)F